OC(CN1CN(CN(C1)CC(C)O)CC(C)O)C hexahydro-1,3,5-tris(2-hydroxypropyl)s-triazine